1-[4-[5-isopropyl-3-(trifluoromethyl)pyrazol-1-yl]phenyl]methylamine C(C)(C)C1=CC(=NN1C1=CC=C(C=C1)CN)C(F)(F)F